4-vinyl-1H-pyrazole-5-carboxylic acid methyl ester COC(=O)C1=C(C=NN1)C=C